(R)-1-((S)-4-(cyclopropanecarbonyl)-3-methylpiperazin-1-yl)-4-((3S,5S,8R,9S,10S,13R,14S,17R)-3-hydroxy-10,13-dimethylhexadecahydro-1H-cyclopenta[a]phenanthren-17-yl)pentan-1-one C1(CC1)C(=O)N1[C@H](CN(CC1)C(CC[C@@H](C)[C@H]1CC[C@H]2[C@@H]3CC[C@H]4C[C@H](CC[C@@]4([C@H]3CC[C@]12C)C)O)=O)C